aminobenzonorbornane NC12C3=C(C(CC1)C2)C=CC=C3